The molecule is a 17-membered macrocyclic lactam that incorporates a phenol and a substituted indole moiety. It includes a S-hydroxy group at position 11 and a (3-methyl-2-oxopentanoyl)amino group at position 18 with a S-methyl group. It acts as a proteasome inhibitor and is isolated from Apiospora montagnei Sacc. TC 1093, isolated from a soil sample. It has a role as an antimicrobial agent, an antineoplastic agent, a proteasome inhibitor and a fungal metabolite. It is a member of indoles, a lactam, a macrocycle, a member of phenols, a secondary alcohol and a tertiary alcohol. CC[C@H](C)C(=O)C(=O)N[C@H]1CC2=CC(=C(C=C2)O)C3=C4C(=CC=C3)[C@]([C@H]([C@H](NC(=O)[C@@H](NC1=O)CC(=O)N)C(=O)N/C=C\\C)O)(C(=O)N4)O